COC(=O)C1=C(NC=2C[C@H](CC(C2[C@@H]1C1=CC(=CC=C1)O)=O)C1=CC=CC=C1)C (4S,7R)-4-(3-hydroxyphenyl)-2-methyl-5-oxo-7-phenyl-1,4,5,6,7,8-hexahydroquinoline-3-carboxylic acid methyl ester